(1R,2S,3S,5S)-2-fluoro-3-[methyl-[3-(methylsulfanyl)-1,2,4-triazin-6-yl]amino]-8-azabicyclo[3.2.1]octane-8-carboxylic acid tert-butyl ester C(C)(C)(C)OC(=O)N1[C@H]2[C@H]([C@H](C[C@@H]1CC2)N(C2=CN=C(N=N2)SC)C)F